methyl 2-chloro-6-cyclopropylpyrimidine-4-carboxylate ClC1=NC(=CC(=N1)C(=O)OC)C1CC1